BrC1=C(C=C2C(=NNC2=C1)I)F 6-bromo-5-fluoro-3-iodo-1H-indazole